6-Ethoxy-4-(6-((1S,4S)-5-(6-methoxypyridin-3-yl)-2,5-diazabicyclo[2.2.1]hept-2-yl)pyridin-3-yl)pyrazolo[1,5-a]pyridine-3-carbonitrile C(C)OC=1C=C(C=2N(C1)N=CC2C#N)C=2C=NC(=CC2)N2[C@@H]1CN([C@H](C2)C1)C=1C=NC(=CC1)OC